6-(2,6-Dichlorophenyl)-2-((2,4,4,5-tetramethyl-1,2,3,4-tetrahydroisoquinolin-7-yl)amino)-8,9-dihydroimidazo[1,2-a]pyrimido[5,4-e]pyrimidin-5(6H)-one ClC1=C(C(=CC=C1)Cl)N1C=2N(C3=C(C1=O)C=NC(=N3)NC3=CC(=C1C(CN(CC1=C3)C)(C)C)C)CCN2